C1(CC1)N1N=CC(=C1)[C@]1(OCC[C@H](C1)C1=NC2=NC(=C(N=C2C(=N1)C1=C(C=C(C=C1)F)F)C)C)[2H] 2-((2S,4R)-2-(1-cyclopropyl-1H-pyrazol-4-yl)tetrahydro-2H-pyran-4-yl-2-d)-4-(2,4-difluorophenyl)-6,7-dimethylpteridine